N1CCC12CNCCC2 1,6-diazaspiro[3.5]nonane